IC1=CN=C2N1C(=C(C=C2)C(=O)OC)C methyl 3-iodo-5-methyl-imidazo[1,2-a]pyridine-6-carboxylate